N1=CC(=CC=C1)C=1OC2=C(N1)C=C(C=C2)N2CCN(CC2)C(=O)OC(C)(C)C tert-Butyl 4-[2-(pyridin-3-yl)-1,3-benzoxazol-5-yl]piperazine-1-carboxylate